C(C)OC(C(\C(=C/N(C)C)\C1CC1)=O)=O (3Z)-3-cyclopropyl-4-(dimethylamino)-2-oxobut-3-enoic acid ethyl ester